6-(2-chloro-3,5-dimethoxyphenyl)-N-(4-((3S,5R)-3,5-dimethylpiperazin-1-yl)-3-methylphenyl)-[1,2,4]triazolo[4',3':1,6]pyrido[2,3-d]pyrimidin-2-amine ClC1=C(C=C(C=C1OC)OC)C1=CC2=C(N=C(N=C2)NC2=CC(=C(C=C2)N2C[C@@H](N[C@@H](C2)C)C)C)N2C1=NN=C2